C1(C=CC(N1C(C1=CC=CC=C1)(C1=CC=CC=C1)N1C(C=CC1=O)=O)=O)=O bismaleimidodiphenyl-methane